2-(3,5-dichloro-4-((6-oxo-5-(5,6,7,8-tetrahydronaphthalen-2-yl)-1,6-dihydropyridazin-3-yl)oxy)phenyl)-1,2,4-triazine-3,5(2H,4H)-dione ClC=1C=C(C=C(C1OC1=NNC(C(=C1)C1=CC=2CCCCC2C=C1)=O)Cl)N1N=CC(NC1=O)=O